1-((2-(3-bromo-2-methylphenyl)-7-cyanobenzo[d]oxazol-5-yl)methyl)pyrrolidine-3-carboxylate BrC=1C(=C(C=CC1)C=1OC2=C(N1)C=C(C=C2C#N)CN2CC(CC2)C(=O)[O-])C